4-(pyren-1-yl)butan-1-one C1(=CC=C2C=CC3=CC=CC4=CC=C1C2=C34)CCCC=O